CN(C1=CC=C(CNC2=NS(C3=C(N2)C(=C(C=C3)F)[C@H](C)C3=C(C=CC=C3)F)(=O)=O)C=C1)C (R)-3-((4-(dimethylamino)benzyl)amino)-6-fluoro-5-(1-(2-fluorophenyl)ethyl)-4H-benzo[e][1,2,4]thiadiazine 1,1-dioxide